tert-butyl 6-(2,6-difluoro-4-nitrophenyl)-2-azaspiro[3.3]hept-5-ene-2-carboxylate FC1=C(C(=CC(=C1)[N+](=O)[O-])F)C1=CC2(CN(C2)C(=O)OC(C)(C)C)C1